C[C@@H]1NC2=CC=C3C(=C2CC1)N=C(N3CC(NCC3(COC3)C)=O)CCN3N=CC=C3 (7S)-7-Methyl-3-({[(3-methyloxetan-3-yl)methyl]carbamoyl}methyl)-2-[2-(1H-pyrazol-1-yl)ethyl]-3H,6H,7H,8H,9H-imidazo[4,5-f]chinolin